(E)-methyl 3-{4-[3-(3-bromopropoxy)benzyloxy]phenyl}acrylate BrCCCOC=1C=C(COC2=CC=C(C=C2)/C=C/C(=O)OC)C=CC1